acryloylaminopyrrolidinium C(C=C)(=O)N[NH+]1CCCC1